ClC=1C=C(C=2CC[C@H](C2C1)O)S(=O)(=O)NC1=C(C(=C(C=C1)F)C=1C=C2C=NC(=NC2=CC1)NC1CCNCC1)F (1R)-6-chloro-N-{2,4-difluoro-3-[2-(piperidin-4-ylamino)quinazolin-6-yl]phenyl}-1-hydroxy-2,3-dihydro-1H-indene-4-sulfonamide